O=C1NC(CCC1C1=CC=C(CN2CCN(CC2)C2CCN(CC2)C2=CC=C(C(=O)NC3=CC(=C(C=C3)C)NC3=NC=CC(=N3)C=3C=NC=CC3)C=C2)C=C1)=O 4-(4-(4-(4-(2,6-dioxopiperidin-3-yl)benzyl)piperazin-1-yl)piperidin-1-yl)-N-(4-methyl-3-((4-(pyridin-3-yl)pyrimidin-2-yl)amino)phenyl)benzamide